N-(3-(4'-(2-Methoxyethoxy)-4,5,5',6'-Tetrahydro-2H-Spiro[Furan-3,8'-Pyrano[3,4-b]Pyridin]-2'-yl)-1-Methyl-1H-Pyrrolo[2,3-c]Pyridin-5-yl)Acetamide COCCOC1=C2C(=NC(=C1)C1=CN(C3=CN=C(C=C31)NC(C)=O)C)C3(OCC2)COCC3